OC1(CC1)C=1NC(=NN1)C1CC2(CN(C2)C(=O)N2CC(C2)OC2=CC=C(C=C2)C(F)(F)F)C1 [6-[5-(1-hydroxycyclopropyl)-4H-1,2,4-triazol-3-yl]-2-azaspiro[3.3]heptan-2-yl]-[3-[4-(trifluoromethyl)phenoxy]azetidin-1-yl]methanone